C1(CCC1)SC=1C(=NC=CC1)CNC(C(C)(C)NC(OC(C)(C)C)=O)=O Tert-Butyl (1-(((3-(Cyclobutylthio)Pyridin-2-yl)Methyl)Amino)-2-Methyl-1-Oxopropan-2-yl)Carbamate